6-benzyl-2,4-dichloro-7,8-dihydro-5H-pyrido[4,3-d]pyrimidine C(C1=CC=CC=C1)N1CC2=C(N=C(N=C2Cl)Cl)CC1